NC1=CC=C(C=C1)CCCN1CCN(CC1)C(=O)OC(C)(C)C tert-butyl 4-[3-(4-aminophenyl)propyl]piperazine-1-carboxylate